2-((2-aminoethyl)disulfanyl)ethyl (S)-(3-((4,11-diethyl-4-hydroxy-3,14-dioxo-3,4,12,14-tetrahydro-1H-pyrano[3',4':6,7]indolizino[1,2-b]quinolin-9-yl)oxy)propyl)carbamate C(C)[C@]1(C(OCC=2C(N3CC=4C(=NC=5C=CC(=CC5C4CC)OCCCNC(OCCSSCCN)=O)C3=CC21)=O)=O)O